(3-((1r,3s,4s)-2-acryl-2-azabicyclo[2.2.1]heptane-3-yl)-8-aminoimidazo[1,5-a]pyrazin-1-yl)-N-(pyridin-2-yl)benzamide C(=O)(C=C)N1[C@@H]2CC[C@H]([C@H]1C1=NC(=C3N1C=CN=C3N)C3=C(C(=O)NC1=NC=CC=C1)C=CC=C3)C2